CN1N=C(C2=CC=C(C=C12)N1CCN(CC1)[C@H](C)CCCC1CCC(CC1)OC1=C(C(=CC=C1)B1OC(C(O1)(C)C)(C)C)C)C1C(NC(CC1)=O)=O 3-(1-methyl-6-(4-((R)-5-((1r,4s)-4-(2-methyl-3-(4,4,5,5-tetramethyl-1,3,2-dioxaborolan-2-yl)phenoxy)cyclohexyl)pentan-2-yl)piperazin-1-yl)-1H-indazol-3-yl)piperidine-2,6-dione